β-Methacryloyloxy-ethyldimethoxymethylsilan C(C(=C)C)(=O)OCC[SiH2]C(OC)OC